5-bromo-1-(tert-butyl)-6-methyl-4-oxo-1,4-dihydropyridine-3-carboxylic acid BrC=1C(C(=CN(C1C)C(C)(C)C)C(=O)O)=O